(S)-5-cyclopropyl-N-(1-(1-(5-((dimethyl(oxo)-λ6-sulfaneylidene)amino)pyridin-2-yl)-1H-1,2,4-triazol-5-yl)ethyl)-1-methyl-1H-pyrazole-3-carboxamide C1(CC1)C1=CC(=NN1C)C(=O)N[C@@H](C)C1=NC=NN1C1=NC=C(C=C1)N=S(=O)(C)C